oct-7-yn CCCCCCC#C